(S)-2-(1-amino-5-carbamoyl-4-(4-((4-methoxypyridin-2-yl)carbamoyl)phenyl)-1H-imidazol-2-yl)pyrrolidine-1-carboxylic acid tert-butyl ester C(C)(C)(C)OC(=O)N1[C@@H](CCC1)C=1N(C(=C(N1)C1=CC=C(C=C1)C(NC1=NC=CC(=C1)OC)=O)C(N)=O)N